thiophene-2-Ethanol S1C(=CC=C1)CCO